Cl.C(C)N=C=NCCCN(C)C (3-{[(ethylimino)methylidene]amino}-propyl)dimethylamine hydrochloride